1-fluoro-2-methoxy-4-nitro-5-(prop-1-en-2-yl)benzene FC1=C(C=C(C(=C1)C(=C)C)[N+](=O)[O-])OC